S1C=CC2=C1C(OCCC21CC1)CNC 1-(5',6'-dihydro-8'H-spiro[cyclopropane-1,4'-thieno[2,3-c]oxepine]-8'-yl)-N-methylmethylamine